bis(3,5-diphenylphenyl)chlorophosphine C1(=CC=CC=C1)C=1C=C(C=C(C1)C1=CC=CC=C1)P(Cl)C1=CC(=CC(=C1)C1=CC=CC=C1)C1=CC=CC=C1